hydroxyethyl (hydroxybutyl) terephthalate C(C1=CC=C(C(=O)OCCCCO)C=C1)(=O)OCCO